3-((1H-benzo[d]imidazol-2-yl)(2-methoxyethyl)amino)-N-hydroxybenzamide N1C(=NC2=C1C=CC=C2)N(C=2C=C(C(=O)NO)C=CC2)CCOC